NC=1C(=NC(=C(N1)F)C1=CC=C(C=C1)N1CCN(CC1)C1CCC1)C=1C=C2CCNC(C2=C(C1)F)=O 6-(3-amino-6-(4-(4-cyclobutylpiperazin-1-yl)phenyl)-5-fluoropyrazin-2-yl)-8-fluoro-3,4-dihydroisoquinolin-1(2H)-one